tert-Butyl 2-(thiazol-5-yl)-1H-indole-1-carboxylate S1C=NC=C1C=1N(C2=CC=CC=C2C1)C(=O)OC(C)(C)C